FC1=C2C(N(C=NC2=CC(=C1)C=1C=C(C=2N(C1)C=C(N2)C)F)C2CCN(CC2)C(=O)OC(C)(C)C)=O tert-butyl 4-(5-fluoro-7-(8-fluoro-2-methylimidazo[1,2-a]pyridin-6-yl)-4-oxoquinazolin-3(4H)-yl)piperidine-1-carboxylate